dibutyltin-bis(4-methylamino benzoate) CNC1=CC=C(C(=O)[O-])C=C1.CNC1=CC=C(C(=O)[O-])C=C1.C(CCC)[Sn+2]CCCC